5-((2,4-dimethoxybenzyl)(methyl)amino)-1-(4-(methoxy-d3)phenyl)-3-(2-methyl-2H-indazol-5-yl)-7-(methylsulfonyl)-3,4-dihydropyrimido[4,5-d]pyrimidin-2(1H)-one COC1=C(CN(C2=C3C(=NC(=N2)S(=O)(=O)C)N(C(N(C3)C3=CC2=CN(N=C2C=C3)C)=O)C3=CC=C(C=C3)OC([2H])([2H])[2H])C)C=CC(=C1)OC